C(C(C)(C)C)(=O)NC1=CC=C(C=C1)Cl N-pivaloyl-para-chloroaniline